5-((R)-2-((S)-6,8-dichloro-1-methyl-1,2,3,4-tetrahydroisoquinoline-2-carbonyl)morpholino)-2,7-naphthyridin-1(2H)-one ClC=1C=C2CCN([C@H](C2=C(C1)Cl)C)C(=O)[C@@H]1OCCN(C1)C1=C2C=CNC(C2=CN=C1)=O